C1(=CC=CC=C1)S(=O)(=O)OCCCCCCCCCCCCC.[Na] sodium tridecyl benzenesulfonate